tri-tert-butyl-1,4,7,10-tetraazacyclododecane-1,4,7-triacetate hydrobromide Br.C(C)(C)(C)OC(CN1CCN(CCN(CCNCC1)CC(=O)OC(C)(C)C)CC(=O)OC(C)(C)C)=O